disodium 2-[5-(1-{[(2,4-dimethylphenyl)(5-methylfuran-2-yl)methyl]carbamoyl}cyclopropyl)-1H-indol-3-yl]ethyl phosphate P(=O)(OCCC1=CNC2=CC=C(C=C12)C1(CC1)C(NC(C=1OC(=CC1)C)C1=C(C=C(C=C1)C)C)=O)([O-])[O-].[Na+].[Na+]